(R)-2-(3,4-dimethoxyphenyl)-3-methyl-5-(3,4-dimethoxyphenyl)imidazole COC=1C=C(C=CC1OC)C1=NC(=CN1C)C1=CC(=C(C=C1)OC)OC